3-Methylen-7-methyl-octan-7-ol (3aR,6S,7aS)-3a,4,5,6,7,7a-hexahydro-1H-4,7-methanoinden-6-yl-acetate C1C=C[C@H]2C3C[C@H](C([C@H]12)C3)CC(=O)OC(CCCC(CC)=C)(C)C